OC1=CC2=CC3=CC4=CC=CC=C4C=C3C=C2C=C1C(=O)NO 2-hydroxy-3-naphthacenehydroxamic acid